2-((N,N-dimethyl-sulfamoyl)amino)-4,5-difluorobenzoic acid CN(S(=O)(=O)NC1=C(C(=O)O)C=C(C(=C1)F)F)C